COC(=O)C=1N(C=C(C1)NC(=O)C=1N(C=CC1)C)C 1-methyl-4-(1-methyl-1H-pyrrole-2-carboxamido)-1H-pyrrole-2-carboxylic acid methyl ester